FC(C)(F)C1=NC(=CC(=N1)NC1=CC(=NC=C1OCCOC)NC(C)=O)C N-(4-((2-(1,1-difluoroethyl)-6-methylpyrimidin-4-yl)amino)-5-(2-methoxyethoxy)pyridin-2-yl)acetamide